3,4-dimethyl-1-phenyl-3-phospholene oxide CC=1CP(CC1C)(C1=CC=CC=C1)=O